C[C@@H]1N(C[C@H](CC1)NC1=NC=C(C(=N1)C1=NNC2=NC(=CC=C21)C2=NOC(=N2)C)C(F)(F)F)C(=O)OCC2=CC=CC=C2 benzyl (2S,5S)-2-methyl-5-[[4-[6-(5-methyl-1,2,4-oxadiazol-3-yl)-1H-pyrazolo[3,4-b]pyridin-3-yl]-5-(trifluoromethyl)pyrimidin-2-yl]amino]piperidine-1-carboxylate